COC1[C@]23[C@@]([C@H]4CC[C@]5([C@H]([C@@H]4C1)CC[C@@H]5[C@H](C)OC=5C=CC(=NC5)C)C)(CC[C@@H]2C3)C 5-((1S)-1-((1aR,3aR,3bS,5aS,6S,8aS,8bS,10aS)-10-methoxy-3a,5a-dimethylhexadecahydrocyclopenta[a]cyclopropa[2,3]cyclopenta[1,2-f]naphthalen-6-yl)ethoxy)-2-methylpyridine